(1r,2s)-2-(3-{[2-(2-hydroxy-2-methylpropyl)-5-methoxy-6-(morpholin-4-yl)pyrimidin-4-yl]amino}-1H-indazol-6-yl)-5'-methoxyspiro[cyclopropan-1,3'-indol]-2'(1'H)-one OC(CC1=NC(=C(C(=N1)NC1=NNC2=CC(=CC=C12)[C@@H]1C[C@@]12C(NC1=CC=C(C=C21)OC)=O)OC)N2CCOCC2)(C)C